FC1=C(OCCCCCN2CCN(CC2)C=2C=C3CN(C(C3=CC2)=O)C2C(NC(CC2)=O)=O)C=CC(=C1)C1C(COC2=CC(=CC=C12)O)C=1C=C(C=CC1)C 3-(5-(4-(5-(2-Fluoro-4-(7-hydroxy-3-(m-tolyl)chroman-4-yl)phenoxy)pentyl)piperazin-1-yl)-1-oxoisoindolin-2-yl)piperidin-2,6-dion